C1(CC1)N1C(=NC2=C1C=C(C=C2C)C2=CC(=CC=C2)CN2CCC(CC2)N2CCCC2)C2=CC=C(C=C2)S(=O)(=O)C 1-Cyclopropyl-4-methyl-2-(4-(methylsulfonyl)phenyl)-6-(3-((4-(pyrrolidin-1-yl)piperidin-1-yl)methyl)phenyl)-1H-benzo[d]imidazol